N1(N=CC=C1)C=1C=C(CN(C2=CC(=NC=C2)CN2CC(NCC2)=O)CC2=CC(=CC=C2)OC)C=CC1 4-((4-((3-(1H-pyrazol-1-yl)benzyl)(3-methoxybenzyl)amino)pyridin-2-yl)methyl)piperazin-2-one